C(C)(C)(C)OC(=O)N1CCC(CC1)(CO)F 1-t-butoxycarbonyl-4-fluoro-4-(hydroxymethyl)piperidine